N-[3-[2-(difluoromethoxy)-5-[(3-methyl-1H-pyrazol-4-yl)oxy]phenyl]-1-methyl-pyrazol-4-yl]pyrazolo[1,5-a]pyrimidine-3-carboxamide FC(OC1=C(C=C(C=C1)OC=1C(=NNC1)C)C1=NN(C=C1NC(=O)C=1C=NN2C1N=CC=C2)C)F